(S)-2-methylazetidin-1-ium C[C@@H]1[NH2+]CC1